C(CCCC)OB(O)O n-amyl-boric acid